CN1C[C@@H](CC1)O (R)-1-methylpyrrolidin-3-ol